C(C)(=O)N1C=CC2=CC=CC=C12 N-acetyl-1H-indole